BrC=1C(=C(OCCC2CC3(C2)CCNCC3)C=CC1)C 2-(2-(3-bromo-2-methylphenoxy)ethyl)-7-azaspiro[3.5]nonane